COC(CCOCCOCCO)C diethylene glycol 3-methoxybutyl ether